2-((4-((4-cyanophenyl)amino)pyrimidin-2-yl)thio)acetic acid methyl ester COC(CSC1=NC=CC(=N1)NC1=CC=C(C=C1)C#N)=O